CC(C[C@@H](C(N[C@@H](C[C@H]1C(NCC1)=O)C(COC1=C(C(=CC(=C1F)F)F)F)=O)=O)NC(O[C@H]1COCC1)=O)C (R)-tetrahydrofuran-3-yl ((S)-4-methyl-1-oxo-1-(((S)-3-oxo-1-((S)-2-oxopyrrolidin-3-yl)-4-(2,3,5,6-tetrafluorophenoxy)butan-2-yl)amino)pentan-2-yl)carbamate